ClC=1C(=NC=CC1)N1CCN(CC1)C(=O)NC1=CC=C(C=C1)C(C)(C)C 4-(3-Chloro-2-pyridinyl)-N-[4-(1,1-dimethylethyl)phenyl]-1-piperazinecarboxamide